(3S)-3-(3H3)methoxypiperidine HCl Cl.C(O[C@@H]1CNCCC1)([3H])([3H])[3H]